ClC=1C=CC(=C(C1)O)C=1C=2N(C(=NN1)N[C@H]1COCC1)C=NC2 5-chloro-2-(4-{[(3R)-oxolan-3-yl]amino}imidazo[1,5-d][1,2,4]triazin-1-yl)phenol